Methyl-2-(2-fluoro-4-methylphenyl)-5-[1-(phenylsulfonyl)-1H-pyrrolo[2,3-b]pyridin-4-yl]-1H-pyrrole-3-carboxylate COC(=O)C1=C(NC(=C1)C1=C2C(=NC=C1)N(C=C2)S(=O)(=O)C2=CC=CC=C2)C2=C(C=C(C=C2)C)F